methyl 3-methylene-1-azabicyclo[3.2.0]heptane-5-carboxylate C=C1CN2CCC2(C1)C(=O)OC